FC(COCC)(F)F ethyl (2,2,2-trifluoroethyl) ether